(S)-2-((2-(4-cyanophenyl)propyl)amino)-N-(4-methyl-5-(1-methyl-1H-pyrazol-4-yl)pyridin-2-yl)-2-phenylacetamide C(#N)C1=CC=C(C=C1)C(CN[C@H](C(=O)NC1=NC=C(C(=C1)C)C=1C=NN(C1)C)C1=CC=CC=C1)C